tert-butyl (1S,2S,5R)-3-(5-bromo-7-chloro-2-(ethylthio)-8-fluoropyrido[4,3-d]pyrimidin-4-yl)-2-((S)-1-hydroxypropyl)-3,8-diazabicyclo[3.2.1]octane-8-carboxylate BrC1=NC(=C(C=2N=C(N=C(C21)N2[C@@H]([C@@H]1CC[C@H](C2)N1C(=O)OC(C)(C)C)[C@H](CC)O)SCC)F)Cl